ethynyltripropoxystannane C(#C)[Sn](OCCC)(OCCC)OCCC